Sorbitol acetate C(C)(=O)O.OC[C@H](O)[C@@H](O)[C@H](O)[C@H](O)CO